CC=1NC(C(=C(N1)C)CN1C=NC(=C(C1=O)OC=1C(=C(C#N)C=CC1F)F)C(C(F)(F)F)(F)F)=O 3-((1-((2,4-dimethyl-6-oxo-1,6-dihydropyrimidin-5-yl)methyl)-6-oxo-4-(perfluoroethyl)-1,6-dihydropyrimidin-5-yl)oxy)-2,4-difluorobenzonitrile